6-amino-N-[3-fluoro-2-(piperazin-1-yl)-5,6,7,8-tetrahydroquinolin-6-yl]-2-methylthieno[2,3-d][1,3]thiazole-5-carboxamide NC1=C(SC=2N=C(SC21)C)C(=O)NC2CC=1C=C(C(=NC1CC2)N2CCNCC2)F